COC(=O)C1=CC=C2C(=C(C(=NC2=C1F)C1=CC=CC=C1)F)OC 3,8-difluoro-4-methoxy-2-phenylquinoline-7-carboxylic acid methyl ester